tert-butyl (2S)-2-(4-bromo-2-(hex-5-en-1-yloxy)phenyl)-4-hydroxypiperidine-1-carboxylate BrC1=CC(=C(C=C1)[C@H]1N(CCC(C1)O)C(=O)OC(C)(C)C)OCCCCC=C